hexamethyl-cyclohexyl-trimethyl-ammonium dihydroxide [OH-].[OH-].CC1C(C(C(CC1)([N+](C)(C)C)C)(C)C)(C)C.CC1C(C(C(CC1)(C)[N+](C)(C)C)(C)C)(C)C